C(C(C)C)N1N=CC=C1C=1C=CC=C2C=NC(=NC12)NC=1C=CC(=C(C1)NC(=O)C1=CC=C(C(=O)O)C=C1)C 4-((5-((8-(1-isobutyl-1H-pyrazol-5-yl)quinazolin-2-yl)amino)-2-methylphenyl)carbamoyl)benzoic acid